BrC=1C(=C(C(=NC1)F)F)C(C)(C)O 2-(5-Bromo-2,3-difluoropyridin-4-yl)propan-2-ol